3-(2-(trifluoromethyl)phenyl)cyclohexan-1-one FC(C1=C(C=CC=C1)C1CC(CCC1)=O)(F)F